2-(isopropylamino)pyrido[2,3-d]pyrimidin-7(8H)-one C(C)(C)NC=1N=CC2=C(N1)NC(C=C2)=O